3-hydroxy-N-((S)-1-(((S)-1-hydroxy-1,1-diphenylpropan-2-yl)amino)-1-oxopropan-2-yl)-4-methoxypicolinamide OC=1C(=NC=CC1OC)C(=O)N[C@H](C(=O)N[C@H](C(C1=CC=CC=C1)(C1=CC=CC=C1)O)C)C